COC(=O)C=1SC(=CC1C(=O)OC)NC(=O)NC1=NC=C(C(=C1)OCC1=C(C(=CC=C1OC)F)F)OC 5-(3-(4-((2,3-difluoro-6-methoxybenzyl)oxy)-5-methoxypyridin-2-yl)ureido)thiophene-2,3-dicarboxylic acid dimethyl ester